NC=1C=2N(C3=CC(=C(C=C3N1)F)C(=O)N(CC1=C(C=C(C=C1)C=1C=NN(C1)C(F)(F)F)F)C13CC(C1)C3)C=NC2 4-amino-N-(bicyclo[1.1.1]pentan-1-yl)-7-fluoro-N-(2-fluoro-4-(1-(trifluoromethyl)-1H-pyrazol-4-yl)benzyl)imidazo[1,5-a]quinoxaline-8-carboxamide